BrC=1C=C(C=NC1)C(C(=O)O)(C)C 2-(5-bromopyridin-3-yl)-2-methylpropanoic acid